2-ISOPROPYL-3-METHOXYPYRAZINE C(C)(C)C1=NC=CN=C1OC